N-(2-nitro-4-(trifluoromethyl)phenyl)piperidin-4-amine hydrochloride Cl.[N+](=O)([O-])C1=C(C=CC(=C1)C(F)(F)F)NC1CCNCC1